ClC1=CC(=C(COC2=CC=CC(=N2)C2CCN(CC2)CC2=NC3=C(N2CC2=NOC=N2)C=C(C=C3)C(=O)O)C=C1)F 2-[(4-{6-[(4-chloro-2-fluorobenzyl)oxy]pyridin-2-yl}piperidin-1-yl)methyl]-1-(1,2,4-oxadiazol-3-ylmethyl)-1H-benzimidazole-6-carboxylic acid